(S)-4-(2-(4-(2-acetyl-5-chlorophenyl)-3-(difluoromethoxy)-6-oxopyridazin-1(6H)-yl)-3-phenylpropionamido)benzoic acid C(C)(=O)C1=C(C=C(C=C1)Cl)C=1C(=NN(C(C1)=O)[C@H](C(=O)NC1=CC=C(C(=O)O)C=C1)CC1=CC=CC=C1)OC(F)F